6-Chloro-3-[1-[2-(5,7-dihydropyrrolo[3,4-b]pyrazin-6-yl)-3,6-dimethyl-4-oxoquinazolin-8-yl]ethylamino]pyridine-2-carboxylic acid ClC1=CC=C(C(=N1)C(=O)O)NC(C)C=1C=C(C=C2C(N(C(=NC12)N1CC2=NC=CN=C2C1)C)=O)C